Tert-butyl (1S,2R)-2-(2-oxoethyl)cyclopropanecarboxylate O=CC[C@@H]1[C@H](C1)C(=O)OC(C)(C)C